BrC1=CC(=C(C=N1)C(=O)C1=C(C=CC=C1)Cl)NC1=NNC(=C1[N+](=O)[O-])C (6-bromo-4-((5-methyl-4-nitro-1H-pyrazol-3-yl)amino)pyridin-3-yl)(2-chlorophenyl)methanone